N-(3-chloro-5-(methylsulfonyl)phenyl)-4-(3-(2-(dimethylamino)-2-oxoethyl)pyridin-2-yl)-5-methylthiophene-2-carboxamide ClC=1C=C(C=C(C1)S(=O)(=O)C)NC(=O)C=1SC(=C(C1)C1=NC=CC=C1CC(=O)N(C)C)C